[Li+].C(CCCCCCC)S(=O)(=O)[O-] octyl-sulfonic acid lithium salt